2-(3,4-dichlorophenoxy)-N-[trans-2-(hydroxymethyl)-1,3-dioxan-5-yl]acetamide ClC=1C=C(OCC(=O)N[C@H]2CO[C@@H](OC2)CO)C=CC1Cl